CN1CCN(CC1)C(CC)=O 1-(4-methylpiperazin-1-yl)-1-oxopropan